5-amino-4-chloropyridazin-3(2H)-one NC1=C(C(NN=C1)=O)Cl